Benzyl (2S,4R)-1-[(2S,3S)-2-amino-3-methyl-pentanoyl]-4-(trifluoromethyl)pyrrolidine-2-carboxylate N[C@H](C(=O)N1[C@@H](C[C@H](C1)C(F)(F)F)C(=O)OCC1=CC=CC=C1)[C@H](CC)C